C(C)(C)(C)OOC(=O)OCCOCC(CC)(COCCOC(=O)OOC(C)(C)C)COCCOC(=O)OOC(C)(C)C 1,1,1-tris[2-(t-butylperoxy-carbonyloxy)ethoxymethyl]propane